NC1=C(C=2C(=NC=C(C2)C)N1C1=C(C(=CC=C1C)O)N)C(=O)N 2-amino-1-(2-amino-3-hydroxy-6-methylphenyl)-5-methyl-1H-pyrrolo[2,3-b]pyridine-3-carboxamide